(3-chloro-6-fluorobenzo[b]thiophen-2-yl)(3,5-dimethylphenyl)methanone ClC=1C2=C(SC1C(=O)C1=CC(=CC(=C1)C)C)C=C(C=C2)F